FC(OC1=C(C(=O)NC2=CC(=C(C=3CCOC32)C=C)C(=O)[O-])C=CC=C1)(F)F 7-(2-(trifluoromethoxy)benzamido)-4-vinyl-2,3-dihydrobenzofuran-5-carboxylate